C(CCC)(=O)N[C@@H]1CC[C@H](CC1)C(=O)N(C[C@@H]1CC[C@H](CC1)C1=CC(=C(C=C1)OC)C)C1=CC(=CC=C1)C1=CN=C(S1)C1CC1 trans-4-Butyramido-N-(3-(2-cyclopropylthiazol-5-yl)phenyl)-N-((trans-4-(4-methoxy-3-methylphenyl)cyclohexyl)methyl)cyclohexanecarboxamide